C(\C=C\C(=O)OOOC(C)(C)C)(=O)OOOC(C)(C)C di(t-butylperoxy) fumarate